C(N)(=O)C=1C=C2OCC3(CN(C3)C(=O)OC(C)(C)C)COC3=CC(=CC(=C3NC/C=C/CNC2=C(C1)[N+](=O)[O-])[N+](=O)[O-])C(N)=O tert-butyl (15E)-9,22-dicarbamoyl-11,20-dinitro-spiro[2,6-dioxa-13,18-diazatricyclo[17.4.0.07,12]tricosa-1(23),7,9,11,15,19,21-heptaene-4,3'-azetidine]-1'-carboxylate